P1(=O)(OOC2C(C=C(C=C2)C(C)(C)C)(C(C)(C)C)CC2(C(OO1)C=CC(=C2)C(C)(C)C)C(C)(C)C)[O-].[Na+] sodium 2,2'-methylenebis(2,4-di-t-butylphenoxy) phosphate